C1(CC1)CN1CCN(CC1)C1=CC=C(C=C1)C1=CC2=C(C=N1)C=C(N2C)C2=CC(=C(C=C2)OC)OC 6-(4-(4-(cyclopropylmethyl)piperazin-1-yl)phenyl)-2-(3,4-dimethoxyphenyl)-1-methyl-1H-pyrrolo[3,2-c]pyridine